(S)-2-(1-(4-(5-(4-amino-2-chloro-4,6-dihydrospiro[cyclopenta[d]thiazole-5,4'-piperidin]-1'-yl)pyrazin-2-ylthio)-3-chloropyridin-2-yl)azetidin-3-yl)propan-2-ol N[C@@H]1C=2N=C(SC2CC12CCN(CC2)C=2N=CC(=NC2)SC2=C(C(=NC=C2)N2CC(C2)C(C)(C)O)Cl)Cl